C(#N)[C@H]1N(CCC1)C(CNC(=O)C1=CC=NC2=CC=C(C=C12)OCCCN1CCN(CC1)C(=O)OC(C)(C)C)=O (S)-tert-butyl 4-(3-((4-((2-(2-cyanopyrrolidin-1-yl)-2-oxoethyl)carbamoyl)quinolin-6-yl)oxy)propyl)piperazine-1-carboxylate